COC(=O)C1=NC=C2C(=N1)N(N=C2)C2=C(C=CC=C2F)F 1-(2,6-difluorophenyl)-1H-pyrazolo[3,4-d]pyrimidine-6-carboxylic acid methyl ester